4-methyl-2-(2-oxopyrazin-1(2H)-yl)pentanoic acid CC(CC(C(=O)O)N1C(C=NC=C1)=O)C